C(C)OC(=O)[C@@H]1CN(CCC1)C(=O)OC(C)(C)C (S)-N-Boc-piperidine-3-carboxylic acid ethyl ester